2-(2-hydroxy-phenyl)quinazolin-4-one OC1=C(C=CC=C1)C1=NC2=CC=CC=C2C(N1)=O